2,5-dimethyl-4-nitrophenol CC1=C(C=C(C(=C1)[N+](=O)[O-])C)O